ClC=1C=C(C=CC1)N1C(N(C(C1)C#N)C1=CN=CC2=CC=C(C=C12)C(C)(C)O)=O 1-(3-chlorophenyl)-3-(6-(2-hydroxypropan-2-yl)isoquinolin-4-yl)-2-oxoimidazolidine-4-carbonitrile